FC1(OC(OC1(F)F)(C(F)(F)F)C(F)(F)F)F perfluoro-dimethyl-dioxolane